ACRYLAMIDO-2-METHYL-2-PROPANESULPHONIC ACID C(C=C)(=O)NCC(C)(S(=O)(=O)O)C